pyrrolidinedithiocarbamic acid Ammonium [NH4+].N1(CCCC1)NC(=S)S